2-Chloro-4-{[1-(5-chloro-2-methoxy-benzenesulfonyl)-1,2,3,4-tetrahydro-quinoline-7-carbonyl]-amino}-benzoic acid ClC1=C(C(=O)O)C=CC(=C1)NC(=O)C1=CC=C2CCCN(C2=C1)S(=O)(=O)C1=C(C=CC(=C1)Cl)OC